ClC1=C(C=C(C(=C1)Cl)OC)NC1=C(C=NC2=CC(=C(C=C12)OC)OCCCN1CCN(CC1)C(CCCCCCCOC1=C2C(N(C(C2=CC=C1)=O)C1C(NC(CC1)=O)=O)=O)=O)C#N 4-((2,4-dichloro-5-methoxyphenyl)amino)-7-(3-(4-(8-((2-(2,6-dioxopiperidin-3-yl)-1,3-dioxoisoindolin-4-yl)oxy)octanoyl)piperazin-1-yl)propoxy)-6-methoxyquinoline-3-carbonitrile